[2,6-Dichloro-4-(1-methylpyrazol-4-yl)phenyl]-[5-(4,4,5,5-tetramethyl-1,3,2-dioxaborolan-2-yl)-3,4-dihydro-1H-isoquinolin-2-yl]methanone ClC1=C(C(=CC(=C1)C=1C=NN(C1)C)Cl)C(=O)N1CC2=CC=CC(=C2CC1)B1OC(C(O1)(C)C)(C)C